3-Cyano-2-isopropyl-N-(1-(2-(2-methoxyethoxy)-6-methylpyridin-4-yl)-1H-indazol-6-yl)benzamide C(#N)C=1C(=C(C(=O)NC2=CC=C3C=NN(C3=C2)C2=CC(=NC(=C2)C)OCCOC)C=CC1)C(C)C